3-cyano-6-isocyano-1,1'-biphenyl C(#N)C=1C=C(C(=CC1)[N+]#[C-])C1=CC=CC=C1